COC=1C(=C(C=CC1N=C=O)C1=CC=C(C=C1)N=C=O)OC dimethoxy-4,4'-diisocyanatobiphenyl